BrC1=C2CC[C@@H](C2=CC=C1)NC1=NC(=C(N=C1C(F)(F)F)C1OCCCO1)OC (S)-N-(4-bromo-2,3-dihydro-1H-inden-1-yl)-5-(1,3-dioxane-2-yl)-6-methoxy-3-(trifluoromethyl)pyrazin-2-amine